(1r,2r)-2-fluoro-N-(5-((2-methoxy-3-(1-methyl-1H-1,2,4-triazol-3-yl)phenyl)amino)-6-propionylpyridazin-3-yl)cyclopropane-1-carboxamide nitrogen [N].F[C@H]1[C@H](C1)C(=O)NC=1N=NC(=C(C1)NC1=C(C(=CC=C1)C1=NN(C=N1)C)OC)C(CC)=O